1-tert-Butoxycarbonyl-3,6-dihydro-2H-pyridin C(C)(C)(C)OC(=O)N1CCC=CC1